N-cyclopropyl-6-fluoro-5-(1,2,3,6-tetrahydropyridin-4-yl)pyridine-2-carboxamide hydrochloride Cl.C1(CC1)NC(=O)C1=NC(=C(C=C1)C=1CCNCC1)F